O=C1N(C(C2=CC=CC=C12)=O)CC(=O)NS(=O)(=O)C 2-(1,3-dioxoisoindolin-2-yl)-N-methylsulfonylacetamide